2-bromo-7-(tert-butyl)-9,9-dimethyl-9,10-dihydroacridine BrC1=CC=2C(C3=CC(=CC=C3NC2C=C1)C(C)(C)C)(C)C